2-bromo-6-(4-(cyclopropylmethyl)-4H-1,2,4-triazol-3-yl)pyridine BrC1=NC(=CC=C1)C1=NN=CN1CC1CC1